ClCC=1N=NN(C1)CC=1N=C2N(C=C(C=C2N2C=NN=C2)C2CC2)C1 2-((4-(chloromethyl)-1H-1,2,3-triazol-1-yl)methyl)-6-cyclopropyl-8-(4H-1,2,4-triazol-4-yl)imidazo[1,2-a]pyridine